FC=1C=NC(=NC1)C=1C(=NC=CC1C)C(=O)N1[C@@H]2[C@@H](C[C@H](C1)C2)NC2=NC=C(C=C2)C(F)(F)F (3-(5-fluoropyrimidin-2-yl)-4-methylpyridin-2-yl)((1S,4S,6R)-6-((5-(trifluoromethyl)pyridin-2-yl)amino)-2-azabicyclo[2.2.1]hept-2-yl)methanone